D-beta-alanine NCCC(=O)O